(S)-2-amino-4-fluorobutyric acid N[C@H](C(=O)O)CCF